2,4,6-trifluoro-N-(isothiazol-4-yl)benzenesulfonamide FC1=C(C(=CC(=C1)F)F)S(=O)(=O)NC=1C=NSC1